Cl.C(N)(=S)C=1C=C(C=CC1)C1=CN(C2=CC(=CC=C12)CNC(=O)C1CNC1)C1CCN(CC1)S(=O)(=O)C(F)(F)F N-((3-(3-carbamothioylphenyl)-1-(1-((trifluoromethyl)sulfonyl)piperidin-4-yl)-1H-indol-6-yl)methyl)azetidine-3-carboxamide hydrochloride salt